FC=1C=C(C=NC1)C1=NC=C(C=C1)NC(CCC=O)=O N-(5'-fluoro-[2,3'-bipyridin]-5-yl)-4-oxobutanamide